NC(C(C=1C=CC=2N(N1)N=CC2)NC(=O)[C@@H]2[C@H]1C([C@H]1CN2C([C@H](C(C)(C)C)NC(C(F)(F)F)=O)=O)(C)C)=O (1R,2S,5S)-N-(2-amino-2-oxo-1-pyrazolo[1,5-b]pyridazin-6-yl-ethyl)-3-[(2S)-3,3-dimethyl-2-[(2,2,2-trifluoroacetyl)amino]butanoyl]-6,6-dimethyl-3-azabicyclo[3.1.0]hexane-2-carboxamide